O=[Au] oxido-gold